2-(2-((cyclopropylmethyl)amino)pyridin-4-yl)-N-(3-(difluoromethyl)-1-(1-(3-(2,4-dioxotetrahydropyrimidin-1(2H)-yl)benzyl)piperidin-4-yl)-1H-pyrazol-4-yl)oxazole-4-carboxamide C1(CC1)CNC1=NC=CC(=C1)C=1OC=C(N1)C(=O)NC=1C(=NN(C1)C1CCN(CC1)CC1=CC(=CC=C1)N1C(NC(CC1)=O)=O)C(F)F